7-(6-((1-(4-(difluoromethyl)phenyl)-4-methyl-1H-1,2,3-triazol-5-yl)methoxy)pyridazine-3-yl)-octahydro-2,7-naphthyridin-1(2H)-one FC(C1=CC=C(C=C1)N1N=NC(=C1COC1=CC=C(N=N1)N1CCC2CCNC(C2C1)=O)C)F